1-((2R,4S)-4-(4-amino-3-((5,7-difluoro-1,2-dimethyl-1H-benzo[d]imidazol-6-yl)ethynyl)-1H-pyrazolo[3,4-d]pyrimidin-1-yl)-2-(methoxymethyl)pyrrolidin-1-yl)prop-2-en-1-one NC1=C2C(=NC=N1)N(N=C2C#CC=2C(=CC1=C(N(C(=N1)C)C)C2F)F)[C@H]2C[C@@H](N(C2)C(C=C)=O)COC